ClC=1C=C(C=CC1)C=1OC(=C(N1)C)C=1C=CC(N(N1)CC=1SC(=NN1)C=1C=NC=CC1)=O 6-(2-(3-chlorophenyl)-4-methyloxazol-5-yl)-2-((5-(pyridin-3-yl)-1,3,4-thiadiazol-2-yl)methyl)pyridazin-3(2H)-one